C1(CCCC1)C1=NN(C=C1)C(C)C1=NC(=NO1)C1CN(CC12CN(C2)C(=O)[C@@H]2C(C2)(F)F)C(=O)C2=NC=C(N=C2)O (8-(5-(1-(3-cyclopentyl-1H-pyrazol-1-yl)ethyl)-1,2,4-oxadiazol-3-yl)-2-((R)-2,2-difluorocyclopropane-1-carbonyl)-2,6-diazaspiro[3.4]octan-6-yl)(5-hydroxypyrazin-2-yl)methanone